FC1=C(CCN2[C@@H]([C@H]([C@@H]([C@H](C2)O)O)O)CO)C=C(C=C1)F (2R,3R,4R,5S)-1-(2,5-difluorophenethyl)-2-(hydroxymethyl)piperidine-3,4,5-triol